8-butyl-2-(2-cyclopropyl-4-methoxyphenyl)-3-(oxazol-5-ylmethyl)benzo[4,5]thieno[2,3-d]pyrimidin C(CCC)C1=CC=CC2=C1SC1=NC(N(C=C12)CC1=CN=CO1)C1=C(C=C(C=C1)OC)C1CC1